1-N-Boc-4-Hydroxymethyl-piperidine C(=O)(OC(C)(C)C)N1CCC(CC1)CO